FC(C(F)(F)F)(C=1C=C(C=NC1)B(O)O)F 5-(PERFLUOROETHYL)PYRIDIN-3-YLBORONIC ACID